C(C)(C)(C)C1=C(C(C(=O)NC2=CC=CC=C2)=C(C=C1)C)O 3-Tert-Butyl-6-Methylsalicylanilide